C1=C(C=CC2=CC=CC=C12)C1OC1 2-(naphthalen-2-yl)oxirane